Cl.Cl.C1(CC1)N1N=C(N=C1)C1(CCNCC1)C 4-(1-cyclopropyl-1H-1,2,4-triazol-3-yl)-4-methylpiperidine dihydrochloride